methyl (E)-3-(3-(N-((4-(4-cyclopropylphenyl)bicyclo[2.2.2]octan-1-yl)methyl) cyclohexanecarboxamido)phenyl)acrylate C1(CC1)C1=CC=C(C=C1)C12CCC(CC1)(CC2)CN(C(=O)C2CCCCC2)C=2C=C(C=CC2)/C=C/C(=O)OC